C1(CCCCC1)NC(=O)C1=CC(=CN2C1=NC1=CC=C(C=C1C2=O)C2CC2)C N-cyclohexyl-2-cyclopropyl-8-methyl-11-oxo-11H-pyrido[2,1-b]quinazoline-6-carboxamide